bis(N'-cyclopentylpiperazineamide) tetrahydrate O.O.O.O.C1(CCCC1)NC(=O)N1CCNCC1.C1(CCCC1)NC(=O)N1CCNCC1